C1(CC1)N(C(=O)C=1C(=NN(C1F)C)C(F)F)CC1=C(C=CC(=C1)F)C1CC1 N-cyclopropyl-N-(2-cyclopropyl-5-fluorobenzyl)-3-(difluoro-methyl)-5-fluoro-1-methyl-1H-pyrazole-4-carboxamide